ClC1=C(C=C(C=C1)F)C1=C(C(=NC=C1)N)C1=NC2=C(N1)C(=CC(=C2)C(F)(F)F)F (2-chloro-5-fluorophenyl)-3-[7-fluoro-5-(trifluoromethyl)-1H-1,3-benzodiazol-2-yl]pyridin-2-amine